ClC1=CC=C(C=C1)NC(CN(C=1C2=C(N=C(N1)C1=NC=CC(=C1)OC1COC1)CCC2)C)=O N-(4-chlorophenyl)-2-[methyl({2-[4-(oxetan-3-yloxy)pyridin-2-yl]-5H,6H,7H-cyclopenta[d]pyrimidin-4-yl})amino]acetamide